C1(=CC=CC=C1)NC=1SC(=NN1)C=1SC=CC1 N-phenyl-5-(thiophen-2-yl)-1,3,4-thiadiazol-2-amine